FC(C=1C(=CC(=C2NC(C=3N(C12)C(=NN3)C)(C)C)F)C3=C1C=CN(C1=CC(=C3)F)S(=O)(=O)C)F 9-(Difluoro-methyl)-6-fluoro-8-(6-fluoro-1-methylsulfonyl-1H-indol-4-yl)-1,4,4-trimethyl-5H-[1,2,4]triazolo[4,3-a]quinoxaline